ClC1=C(C=CC=C1C(F)(F)F)C=1CCCC2=C(C1C1=CC=C(C=C1)C=C1CN(C1)CCCF)C=CC=C2 8-(2-Chloro-3-(trifluoromethyl)phenyl)-9-(4-((1-(3-fluoropropyl)azetidin-3-yliden)methyl)phenyl)-6,7-dihydro-5H-benzo[7]annulen